6-(3-guanidinopropyl)-1,3-diethyl-1H-1,3-benzodiazol-3-ium chloride [Cl-].N(C(=N)N)CCCC=1C=CC2=C(N(C=[N+]2CC)CC)C1